(S,E)-N'-((4-chlorophenyl)sulfonyl)-3-(4-fluorophenyl)-4-phenyl-N-(4-sulfamoylbutyl)-4,5-dihydro-1H-pyrazole-1-carboximidamide ClC1=CC=C(C=C1)S(=O)(=O)\N=C(/NCCCCS(N)(=O)=O)\N1N=C([C@H](C1)C1=CC=CC=C1)C1=CC=C(C=C1)F